3-methyl-1-methyl-imidazolium C[N+]1=CN(C=C1)C